4-{3-azabicyclo[3.1.0]hex-3-yl}-2-bromobenzaldehyde C12CN(CC2C1)C1=CC(=C(C=O)C=C1)Br